NC1=NN=C(O1)C1=NN(C(=N1)[N-][N+](=O)[O-])C([N+](=O)[O-])([N+](=O)[O-])[N+](=O)[O-] N-(3-(5-amino-1,3,4-oxadiazol-2-yl)-1-trinitromethyl-1H-1,2,4-triazol-5-yl)nitroamide